CC1=C(C=CC=C1)C(C#N)=NO 2-methyl-α-hydroxyiminophenylacetonitrile